C(C)(C)(C)OC(=O)N1C(CC1)C1=CC(=NC=C1)C#N (2-cyano-4-pyridinyl)azetidine-1-carboxylic acid tert-butyl ester